CC1(OB(OC1(C)C)C=1C=C(C=C(C1)OC(F)(F)F)NC(C=C)=O)C N-(3-(4,4,5,5-tetramethyl-1,3,2-dioxaborolan-2-yl)-5-(trifluoromethoxy)phenyl)acrylamide